C1(=CC=CC=C1)C1=CC=C(C=C1)NC(N)=S 3-(4-phenylphenyl)thiourea